C(C)(C)(C)[C@@]1(C[C@H]2[C@@]3([C@@]14C(OC3=O)OC([C@@H]4O)=O)CC(O2)=O)O (3aS,8R,8aS,9R,10aS)-9-tert-Butyl-8,9-dihydroxydihydro-9H-furo[2,3-b]furo[3',2':2,3]cyclopenta[1,2-c]furan-2,4,7(3H,8H)-trione